triphenylphosphine bistrifluoromethanesulfonimide salt [N-](S(=O)(=O)C(F)(F)F)S(=O)(=O)C(F)(F)F.C1(=CC=CC=C1)P(C1=CC=CC=C1)C1=CC=CC=C1